C(C)C1CN(CC1=O)C(=O)OC(C)(C)C tert-butyl 3-ethyl-4-oxo-pyrrolidine-1-carboxylate